ClC1=C2C(=NN(C2=CC=C1)C1OCCCC1)C1CC2(C1)OCCO2 4-chloro-3-(5,8-dioxaspiro[3.4]octan-2-yl)-1-tetrahydropyran-2-yl-indazole